C(C1=CC(O)=C(O)C(O)=C1)(=O)[C@@]([C@]([C@@]([C@](C(=O)C(C1=CC(O)=C(O)C(O)=C1)=O)(O)C(C1=CC(O)=C(O)C(O)=C1)=O)(O)C(C1=CC(O)=C(O)C(O)=C1)=O)(O)C(C1=CC(O)=C(O)C(O)=C1)=O)(O)CO Pentagalloyl-glucose